ClC=1C(=CC(=NC1)OC)C1=CC(=NN1)C(=O)N1CCC(CC1)C(=O)NCC=1N=CC2=C(N1)CCC2 1-(5-(5-chloro-2-methoxypyridin-4-yl)-1H-pyrazole-3-carbonyl)-N-((6,7-dihydro-5H-cyclopenta[d]pyrimidin-2-yl)methyl)piperidine-4-carboxamide